ethyl 3-{2-[bis-(4-methoxy-benzyl)-amino]-4,6-dimethoxypyrimidin-5-yl}-acrylate COC1=CC=C(CN(C2=NC(=C(C(=N2)OC)C=CC(=O)OCC)OC)CC2=CC=C(C=C2)OC)C=C1